N1=C(C=CC=C1)C[N+]1=NOC(=C1)[N-]C(NC1=CC(=CC(=C1)C(F)(F)F)NC(=O)C1CCCC=2C=NNC12)=O (3-(Pyridin-2-ylmethyl)-1,2,3-oxadiazol-3-ium-5-yl)((3-(4,5,6,7-tetrahydro-1H-indazole-7-carboxamido)-5-(trifluoromethyl)phenyl)-carbamoyl)amide